6-methoxy-2-methyl-N-{(1R)-1-[3-(trifluoromethyl)phenyl]ethyl}pyrido[3,4-d]pyrimidin COC1=CC2=C(N(C(N=C2)C)[C@H](C)C2=CC(=CC=C2)C(F)(F)F)C=N1